OCCC1(CCN(CC1)C1=CC=C(C=C1)C1C(NC(CC1)=O)=O)C 3-(4-(4-(2-hydroxyethyl)-4-methylpiperidin-1-yl)phenyl)piperidine-2,6-dione